sodium carboxymethyl trithiocarbonate C(SCC(=O)O)([S-])=S.[Na+]